N-(4'-((4-(2-hydroxyethoxy)-6-(methylsulfonyl)pyridin-2-yl)amino)-5-(2-hydroxypropan-2-yl)-[2,3'-bipyridin]-6'-yl)acetamide Citrate C(CC(O)(C(=O)O)CC(=O)O)(=O)O.OCCOC1=CC(=NC(=C1)S(=O)(=O)C)NC1=C(C=NC(=C1)NC(C)=O)C1=NC=C(C=C1)C(C)(C)O